3-(methoxymethyl)-N,N-dimethylazetidin-3-amine hydrochloride Cl.COCC1(CNC1)N(C)C